N[C@@H](CCC(=O)[O-])C(=O)OC(CCCCCCCCCCC)=O.[Na+].[Na+].C(CCCCCCCCCCC)(=O)OC([C@@H](N)CCC(=O)[O-])=O di-sodium lauroyl glutamate